3,3'-oxybis(N-tetradecyl-pyridin-4-one) O(C1=CN(C=CC1=O)CCCCCCCCCCCCCC)C1=CN(C=CC1=O)CCCCCCCCCCCCCC